BrC1=CC(=C2C(N(C(C2=C1)=O)CC1=CC=C(C=C1)OC)C1=C(C=CC(=C1)F)Cl)NC(=O)N1C=CC2=CC(=CC=C12)F N-(6-bromo-3-(2-chloro-5-fluorophenyl)-2-(4-methoxybenzyl)-1-oxoisoindolin-4-yl)-5-fluoroindole-1-carboxamide